CN(C(CCCC1=NN2C(CN(CCC2)C(=O)OC(C)(C)C)=C1)=O)C tert-butyl 2-(4-(dimethyl amino)-4-oxobutyl)-7,8-dihydro-4H-pyrazolo[1,5-a][1,4]diazepine-5(6H)-carboxylate